ClC1=C(C=CC(=C1)N1S(CCC1)(=O)=O)[C@@H]1COCCCN1C1=NC(=NC(=C1)C)N |r| (±)-4-[3-[2-Chloro-4-(1,1-dioxo-1,2-thiazolidine-2-yl)phenyl]-1,4-oxazepan-4-yl]-6-methyl-pyrimidin-2-amine